C=1(C(=CC=CC1)CN=C=O)CN=C=O xylylene di-isocyanate